C(C)(C)(C)N1N=NC(=C1)C(=O)NCC1=C(C=C(C=C1)C1=C(C=NC=C1F)N1C[C@@H](CCC1)N(C(OC(C)(C)C)=O)C)C tert-butyl N-[(3R)-1-[4-[4-[[(1-tert-butyltriazole-4-carbonyl)amino]methyl]-3-methyl-phenyl]-5-fluoro-3-pyridyl]-3-piperidyl]-N-methyl-carbamate